N-(1-cyclopropylpiperidin-4-yl)-2,3-dimethoxyacridin-9-amine C1(CC1)N1CCC(CC1)NC=1C2=CC=CC=C2N=C2C=C(C(=CC12)OC)OC